3-methoxy-N,N-dimethyl-4-{[3-(4-{[(1R,4R)-4-(dimethyl-amino)cyclohexyl]amino}-1-(2,2,2-trifluoro-ethyl)-1H-indol-2-yl)prop-2-yn-1-yl]amino}benzene-1-sulfonamide COC=1C=C(C=CC1NCC#CC=1N(C2=CC=CC(=C2C1)NC1CCC(CC1)N(C)C)CC(F)(F)F)S(=O)(=O)N(C)C